NC1=NC(=CC(=N1)N1CCC2(C[C@H](NC2)C(=O)O)CC1)O[C@@H](C(F)(F)F)C1=CC=C(C=C1)C1=CC(=CC(=C1)C)OC (S)-8-(2-amino-6-((R)-2,2,2-trifluoro-1-(3'-methoxy-5'-methyl-[1,1'-biphenyl]-4-yl)ethoxy)pyrimidin-4-yl)-2,8-diazaspiro[4.5]decane-3-carboxylic acid